N,N-Dihexadecyl-2,2,2-Trifluoroethylammonium Tetrakis(Pentafluorophenyl)Borate FC1=C(C(=C(C(=C1[B-](C1=C(C(=C(C(=C1F)F)F)F)F)(C1=C(C(=C(C(=C1F)F)F)F)F)C1=C(C(=C(C(=C1F)F)F)F)F)F)F)F)F.C(CCCCCCCCCCCCCCC)[NH+](CCCCCCCCCCCCCCCC)CC(F)(F)F